N-(4-((3-chloro-4-fluorophenyl)amino)-7-(3-(4-(4-(3-((2-(2,6-dioxopiperidin-3-yl)-1-oxoisoindolin-4-yl)thio)propanoyl)piperazin-1-yl)piperidin-1-yl)propoxy)quinazolin-6-yl)acrylamide ClC=1C=C(C=CC1F)NC1=NC=NC2=CC(=C(C=C12)NC(C=C)=O)OCCCN1CCC(CC1)N1CCN(CC1)C(CCSC1=C2CN(C(C2=CC=C1)=O)C1C(NC(CC1)=O)=O)=O